(cyclopropanecarboxamido)-4-((3-Fluoro-2-(N-methylmethylsulfonamido)phenyl)amino)-N-methoxynicotinamide C1(CC1)C(=O)NC1=C(C(=O)NOC)C(=CC=N1)NC1=C(C(=CC=C1)F)N(S(=O)(=O)C)C